BrCC1=CC=C(C=C1)C1=CC=CC=C1 4-bromomethylbiphenyl